ClC1=C(C(C)Cl)C=CC=C1 2-chloro-α-methylbenzyl chloride